C(C)(C)(C)OC(=O)N1C=C(C[C@H](N)C(=O)O)C2=CC=CC=C12 N'-(tert-butoxycarbonyl)-L-tryptophan